3-benzyl 8-methyl (1R,5S,8s)-3-azabicyclo[3.2.1]octane-3,8-dicarboxylate [C@@H]12CN(C[C@@H](CC1)C2C(=O)OC)C(=O)OCC2=CC=CC=C2